3-((7-(5-chloro-1-(2-(piperidin-2-yl)ethyl)-1H-indol-7-yl)thieno[3,2-b]pyridin-2-yl)methyl)-6,6-dimethyl-3-azabicyclo[3.1.0]hexane-2,4-dione trifluoroacetate FC(C(=O)O)(F)F.ClC=1C=C2C=CN(C2=C(C1)C1=C2C(=NC=C1)C=C(S2)CN2C(C1C(C1C2=O)(C)C)=O)CCC2NCCCC2